CN1N=CC(=C1CO)B1OC(C(O1)(C)C)(C)C (1-methyl-4-(4,4,5,5-tetramethyl-1,3,2-dioxaborolan-2-yl)-1H-pyrazol-5-yl)methanol